N-((1-(4-bromopyridin-2-yl)-1H-1,2,3-triazol-4-yl)methyl)-2-(4-(methylsulfonyl)phenyl)thiazole-5-carboxamide BrC1=CC(=NC=C1)N1N=NC(=C1)CNC(=O)C1=CN=C(S1)C1=CC=C(C=C1)S(=O)(=O)C